N,N-dimethyl-2-[4-(3-methyl-2,3,4,5-tetrahydropyridin-6-yl)phenyl]ethanamine CN(CCC1=CC=C(C=C1)C=1CCC(CN1)C)C